tert-butyl N-(3-cyano-4,5,6,7-tetrahydrobenzothiophen-5-yl)carbamate C(#N)C1=CSC2=C1CC(CC2)NC(OC(C)(C)C)=O